COCCN(C=1N=C(C2=C(N1)C(=NC(=N2)N(CCOC)CCOC)N2CCC(CC2)OC)N2CC(CC2)O)CCOC 1-(2,6-bis(bis(2-methoxyethyl)amino)-8-(4-methoxypiperidin-1-yl)pyrimido[5,4-d]pyrimidin-4-yl)pyrrolidin-3-ol